N-(5-(5-acetamido-1H-pyrazol-1-yl)-1,3,4-thiadiazol-2-yl)-3-((1,3-bis(benzyloxy)propan-2-yl)oxy)-4-(2,6-dimethoxyphenyl)-2-oxo-2H-pyran-6-carboxamide C(C)(=O)NC1=CC=NN1C1=NN=C(S1)NC(=O)C1=CC(=C(C(O1)=O)OC(COCC1=CC=CC=C1)COCC1=CC=CC=C1)C1=C(C=CC=C1OC)OC